COC1CCC(CC1)CN[C@H]1[C@@H](CCCC1)OC=1C=C2CN(C(C2=CC1)=O)C1C(NC(CC1)=O)=O 3-(5-(((1R,2R)-2-((((1s,4S)-4-methoxycyclohexyl)methyl)amino)cyclohexyl)oxy)-1-oxoisoindolin-2-yl)piperidine-2,6-dione